tert-butyl 4-(1-(5-chloropyridin-2-yl)-2,2,2-trifluoroethyl)-4-hydroxypiperidine-1-carboxylate ClC=1C=CC(=NC1)C(C(F)(F)F)C1(CCN(CC1)C(=O)OC(C)(C)C)O